C(C)O[Si](CCCC1=CC=CC=C1)(C)C 3-(ethoxydimethylsilyl)propylbenzene